[Li].N1=C(C=CC=C1)C(=O)O pyridine-carboxylic acid lithium